O=C1NC(CC[C@@H]1NC(=O)C1=NC=CC=C1)=O N-[(3S)-2,6-dioxo-3-piperidyl]pyridine-2-carboxamide